4-(benzylthio)-7-chloro-8-fluoro-2-(((2R,7aR)-2-fluorohexahydro-1H-pyrrolizin-7a-yl)methoxy)pyrido[4,3-d]pyrimidine C(C1=CC=CC=C1)SC=1C2=C(N=C(N1)OC[C@@]13CCCN3C[C@@H](C1)F)C(=C(N=C2)Cl)F